ClC=1C=C(C=CC1Cl)[C@H]([C@@H]1[C@]([C@@H]2[C@@H](OC(O2)(C)C)O1)(O)C)O (3aR,5R,6R,6aR)-5-((R)-(3,4-dichlorophenyl)(hydroxy)methyl)-2,2,6-trimethyltetrahydrofuro[2,3-d][1,3]dioxol-6-ol